C1(=CC=CC=C1)C(=C(C1=CC=CC=C1)C1=CC=C(C=C1)OCCCS(=O)(=O)[O-])C1=CC=C(C=C1)OCCCS(=O)(=O)[O-].[Na+].[Na+] Sodium 3,3'-[(1,2-diphenylethene-1,2-diyl)bis(4,1-phenylene)]bis(oxy)bis(propane-1-sulfonate)